BrC1=NC=CC(=C1)N1CC2(CN(C2)C2=C(N=NC(=C2)C2=C(C=CC=C2)OCOC)N)C1 4-(6-(2-bromopyridin-4-yl)-2,6-diazaspiro[3.3]heptan-2-yl)-6-(2-(methoxymethoxy)phenyl)pyridazin-3-amine